(6aR,8R)-8-(Benzyloxy)-2-chloro-6a-ethyl-6a,7,8,9-tetrahydro-pyrrolo[1',2':4,5]pyrazino[2,3-c]pyridazin-6(5H)-one C(C1=CC=CC=C1)O[C@@H]1C[C@]2(N(C=3C(=NN=C(C3)Cl)NC2=O)C1)CC